N-(3-iodophenyl)acetamide CC(=O)NC1=CC(=CC=C1)I